2-amino-3-{[2-(2-fluoro-11-oxo-10,11-dihydro-5H-dibenzo[b,e][1,4]diazepin-5-yl)-2-oxoethyl]sulfanyl}propanoic acid NC(C(=O)O)CSCC(=O)N1C2=C(NC(C3=C1C=CC(=C3)F)=O)C=CC=C2